FC1=C(C(=CC(=C1)B1OC(C(O1)(C)C)(C)C)F)CNC(C1=C(C=CC=C1)OC)=O N-[[2,6-difluoro-4-(4,4,5,5-tetramethyl-1,3,2-dioxaborolan-2-yl)phenyl]methyl]-2-methoxy-benzamide